6-isopropoxy-9,9-dimethyl-2-(piperazin-1-ylmethyl)-9,10-dihydroacridine C(C)(C)OC=1C=C2NC=3C=CC(=CC3C(C2=CC1)(C)C)CN1CCNCC1